C1(CCC1)O[C@@H]([C@@H](C(=O)N1C(C2C(C2C1)(C)C)C(=O)O)NC(C(F)(F)F)=O)C 3-[(2S,3R)-3-(cyclobutoxy)-2-[(2,2,2-trifluoroacetyl)amino]butanoyl]-6,6-dimethyl-3-azabicyclo[3.1.0]hexane-2-carboxylic acid